ClC1=C(C=C(C=C1)N1CN=CC2=C1CCN=C2)C(F)(F)F N-(4-Chloro-3-(trifluoromethyl)phenyl)-7,8-dihydropyrido[4,3-d]pyrimidine